[Cl-].C(CCCCCCC)[P+](C[Si](C)(C)OCC)(CCCCCCCC)CCCCCCCC trioctyl-{(ethoxydimethylsilyl)methyl}phosphonium chloride